3,5-bis((1-hydroxy-3,3-dimethyl-1,3-dihydrobenzo[c][1,2]oxaborole-6-carboxamido)methyl)benzoic acid OB1OC(C2=C1C=C(C=C2)C(=O)NCC=2C=C(C(=O)O)C=C(C2)CNC(=O)C=2C=CC1=C(B(OC1(C)C)O)C2)(C)C